The molecule is an N-{1-[(naphthalen-2-yl)amino]-1-oxo-3-phenylpropan-2-yl}benzamide that is the amide obtained by formal condensation of the carboxy group of N-benzoyl-L-arginine with the amino group of 2-naphthylamine. It has a role as a chromogenic compound. It is a L-arginine derivative and a N-{5-carbamimidamido-1-[(naphthalen-2-yl)amino]-1-oxopentan-2-yl}benzamide. It is an enantiomer of a N-benzoyl-D-arginine 2-naphthylamide. C1=CC=C(C=C1)C(=O)N[C@@H](CCCN=C(N)N)C(=O)NC2=CC3=CC=CC=C3C=C2